C1(=CC=C(C2=CC=CC=C12)NS(=O)(=O)C=1C=C2CCCOC2=CC1)NS(=O)(=O)C=1C=C2CCCOC2=CC1 N,N'-(Naphthalene-1,4-diyl)bis(chromane-6-sulfonamide)